2,2'-((2-((2-(3-(2-(bis(cyanomethyl)amino)ethyl)-2-oxoimidazolidin-1-yl)ethyl)amino)ethyl)azanediyl)diacetonitrile C(#N)CN(CCN1C(N(CC1)CCNCCN(CC#N)CC#N)=O)CC#N